tert-butyl(3-((2-tosylhydrazono)methyl)oxetan-3-yl)carbamate C(C)(C)(C)OC(NC1(COC1)C=NNS(=O)(=O)C1=CC=C(C)C=C1)=O